2-[1-(4-methoxyphenyl)allyl]benzo[d]isothiazol-3(2H)-one-1,1-dioxide COC1=CC=C(C=C1)C(C=C)N1S(C2=C(C1=O)C=CC=C2)(=O)=O